4-((1s,2s,5r)-1-hydroxy-2-isopropyl-5-methylcyclohexane-1-carboxamido)-3-phenylbutyric acid methyl ester COC(CC(CNC(=O)[C@]1([C@@H](CC[C@H](C1)C)C(C)C)O)C1=CC=CC=C1)=O